1,2-Ethylenbisoxazolin C(CC=1OCCN1)C=1OCCN1